(2S,3R,4S,5R)-3-[(tert-butyldimethylsilyl)oxy]-4-fluoro-5-(2-fluoro-6-{[(4-methoxyphenyl)diphenylmethyl]amino}purin-9-yl)oxolane-2-carbaldehyde [Si](C)(C)(C(C)(C)C)O[C@@H]1[C@H](O[C@H]([C@H]1F)N1C2=NC(=NC(=C2N=C1)NC(C1=CC=CC=C1)(C1=CC=CC=C1)C1=CC=C(C=C1)OC)F)C=O